(3S)-3-[3-(4-fluorophenyl)-3-hydroxyphenylpropyl]-4-(4-hydroxyphenyl)-2-azetidinone FC1=CC=C(C=C1)C1(CC(=CC=C1)CCC[C@@H]1C(NC1C1=CC=C(C=C1)O)=O)O